CN(C1=NC(=NC(=N1)S)S)C 6-dimethylamino-1,3,5-triazine-2,4-dithiol